(1R,2R,3R,5S)-N-((2-Cyclohexyl-5-methyloxazol-4-yl)methyl)-2,6,6-trimethylbicyclo[3.1.1]heptan-3-amine C1(CCCCC1)C=1OC(=C(N1)CN[C@H]1[C@@H]([C@@H]2C([C@H](C1)C2)(C)C)C)C